tris(diethylamide) (3,5-dimethylpyrazolate) titanium [Ti+4].CC1(N=NC(=C1)C)C(=O)[O-].C(C)[N-]CC.C(C)[N-]CC.C(C)[N-]CC